C1=CC=C(C=C1)CCC(=O)C2=CC=CC=C2 The molecule is a member of the class of dihydrochalcones that is acetophenone in which one of the hydrogens of the methyl group is replaced by a benzyl group. It has a role as a plant metabolite.